3-(6-(pyrrolidin-1-yl)-1H-benzo[d]imidazol-2-yl)-N-(4,4,4-trifluorobutyl)-1H-indazole-5-carboxamide N1(CCCC1)C=1C=CC2=C(NC(=N2)C2=NNC3=CC=C(C=C23)C(=O)NCCCC(F)(F)F)C1